4-(3-(4-Amino-9,10-dioxo-9,10-dihydroanthracen-1-ylamino)propyl)-4-methylmorpholin-4-ium NC1=CC=C(C=2C(C3=CC=CC=C3C(C12)=O)=O)NCCC[N+]1(CCOCC1)C